CC1=CC=C(C=C1)S(=O)(=O)O.CC1=CC=C(C=C1)S(=O)(=O)O.N[C@H](C(=O)O[C@@H]1C[C@H]2N(CCC3=CC(=C(C=C23)OC)OC)C[C@H]1CC(C)C)C(C)C (2R,3R,11bR)-3-isobutyl-9,10-dimethoxy-2,3,4,6,7,11b-hexahydro-1H-pyrido[2,1-a]isoquinolin-2-yl (s)-2-amino-3-methylbutanoate di(4-methylbenzenesulfonate)